COCCOC=1C=C(C=2N(C1)N=CC2C#N)C=2C=NC(=CC2)N2CCN(CC2)CC=2C=NC(=CC2)C 6-(2-methoxyethoxy)-4-(6-(4-((6-methylpyridin-3-yl)methyl)piperazin-1-yl)pyridin-3-yl)pyrazolo[1,5-a]pyridine-3-carbonitrile